(R)-7-ethyl-2-[2-methoxy-4-(2-(4-methylpiperazin-1-yl)-2-oxoethylsulphonyl)phenylamino]-5-methyl-8-(thiophen-2-ylmethyl)-dihydropterin C(C)C1CN(C=2C(N[C@](NC2N1CC=1SC=CC1)(N)NC1=C(C=C(C=C1)S(=O)(=O)CC(=O)N1CCN(CC1)C)OC)=O)C